FC(C(=O)O)(F)F.N[C@H](CC1=CC=CC=C1)C(=O)N1[C@@H](CCC1)C(=O)N[C@@H](CCCNC=NN)C(CCl)=O D-phenylalanyl-N-[(1S)-4-[(aminoiminomethyl)amino]-1-(2-chloroacetyl)butyl]-L-prolinamide, trifluoroacetate salt